4-((3aR,7aS)-1-acryloyloctahydro-6H-pyrrolo[2,3-c]pyridin-6-yl)-5-fluoro-2,3-dimethyl-1H-indole-7-carboxamide C(C=C)(=O)N1CC[C@@H]2[C@H]1CN(CC2)C2=C1C(=C(NC1=C(C=C2F)C(=O)N)C)C